ClC1=CC=C(C=C1)C=1NC2=CC=CC=C2C1CC1=C(NC2=CC=CC=C12)C1=CC=C(C=C1)Cl Bis(2-(4-chlorophenyl)-1H-indol-3-yl)methane